5-chloro-2-methoxy-4-propylbenzaldehyde ClC=1C(=CC(=C(C=O)C1)OC)CCC